FC1=C2C(=NN=C(C2=C(C(=C1F)F)F)C1=CC2=C(S1)C=CS2)C2=C(C=C(C=C2)C(F)(F)F)C(F)(F)F 5,6,7,8-tetrafluoro-1-(2-thieno[3,2-b]thienyl)-4-(2,4-bistrifluoromethylphenyl)phthalazine